trans-4-[10-(4-fluorophenyl)-11-isopropyl-2,4,5,10-tetrazatricyclo[7.3.0.03,7]dodeca-1,3(7),5,8,11-pentaen-12-yl]cyclohexanecarboxylic acid FC1=CC=C(C=C1)N1C2=CC=3C=NNC3N=C2C(=C1C(C)C)[C@@H]1CC[C@H](CC1)C(=O)O